(R)-5-(3-((5,5-difluoro-1-methylpiperidin-3-yl)amino)-5-methyl-1,2,4-triazin-6-yl)benzothiophene-4-ol FC1(C[C@H](CN(C1)C)NC=1N=NC(=C(N1)C)C1=CC=C2C(C=CS2)=C1O)F